methyl 4-(4,4,5,5-tetramethyl-1,3,2-dioxaborolan-2-yl)cyclohex-3-ene-1-carboxylate CC1(OB(OC1(C)C)C1=CCC(CC1)C(=O)OC)C